FC1=C(SC=C1C(C)(C)O)[S@@](=O)(N)=NC(NC1=C2C(=NC(=C1C)C(F)(F)F)CCC2)=O (R)-3-fluoro-4-(2-hydroxypropan-2-yl)-N'-((3-methyl-2-(trifluoromethyl)-6,7-dihydro-5H-cyclopenta[b]pyridin-4-yl)carbamoyl)thiophene-2-sulfonimidamide